C(C)(C)(C)OC(=O)N[C@H](C(=O)OC(C)(C)C)CC=1C=CC2=C(N(C(=N2)C#N)C)C1 tert-butyl (S)-2-((tert-butoxycarbonyl)amino)-3-(2-cyano-1-methyl-1H-benzo[d]imidazol-6-yl)propanoate